ClC1=CC(=C(OC=2C(=C(C=NC2)B(O)O)C)C=C1)F [5-(4-chloro-2-fluoro-phenoxy)-4-methyl-3-pyridyl]boronic acid